CC=1SC=2N(C(C(=C(C2N1)N1C[C@@H]([C@@H](CC1)N(C1=CC=C(C=C1)OC(F)(F)F)C)C)C#N)=O)C 2,4-dimethyl-7-[(3S,4R)-3-methyl-4-[N-methyl-4-(trifluoromethoxy)anilino]-1-piperidyl]-5-oxo-thiazolo[5,4-b]pyridine-6-carbonitrile